2,6-Dimethylpyridin-3-ol CC1=NC(=CC=C1O)C